CC1C(CCC(C1)N)N 3-methyl-2,5-diaminocyclohexane